CN1N=NC(=C1NC(O[C@H](C)C=1C(=NC=C(C1)F)F)=O)C1=NC=C(C=C1)NC(=O)[C@H]1[C@@H](C1)C(F)(F)F |&1:29,30| (R)-1-(2,5-difluoropyridin-3-yl)ethyl (1-methyl-4-(5-((1RS,2RS)-2-(trifluoromethyl)cyclopropane-1-carboxamido)pyridin-2-yl)-1H-1,2,3-triazol-5-yl)carbamate